CS(=O)(=O)O.N1=CN=CC2=CC=CC=C12 quinazoline Methanesulfonate